1-cyclopropyl-N-(6-(1-methyl-1H-pyrazol-4-yl)isoquinolin-3-yl)piperidine-4-carboxamide C1(CC1)N1CCC(CC1)C(=O)NC=1N=CC2=CC=C(C=C2C1)C=1C=NN(C1)C